C(C=C)(=O)NCCC[N+](C)(C)C (3-acrylamidopropyl)trimethylammonium